C(C)C12C[C@@H](C(CC1)CC2)N ethyl-(2S,3S)-3-aminobicyclo[2.2.2]octane